potassium (R)-((4-(tert-butoxycarbonyl)-2-methylpiperazin-1-yl)methyl)trifluoroborate C(C)(C)(C)OC(=O)N1C[C@H](N(CC1)C[B-](F)(F)F)C.[K+]